C(C)OS(=O)(=O)[O-].C(C)[N+]1=CC(=CC=C1)CO ethyl-3-(hydroxymethyl)pyridinium ethylsulfate